1-(3-amino-4-isopropoxyphenyl)-2-(1H-1,2,3-triazol-1-yl)ethan-1-one NC=1C=C(C=CC1OC(C)C)C(CN1N=NC=C1)=O